(3S,4S)-8-(8-((8-(1H-1,2,4-triazol-1-yl)quinolin-4-yl)thio)imidazo[1,2-c]pyrimidin-5-yl)-3-methyl-2-oxa-8-azaspiro[4.5]decan-4-amine N1(N=CN=C1)C=1C=CC=C2C(=CC=NC12)SC=1C=2N(C(=NC1)N1CCC3([C@@H]([C@@H](OC3)C)N)CC1)C=CN2